(12aR)-9-bromo-7-[2-(dimethylamino)ethoxy]-10-fluoro-3,4,12,12a-tetrahydro-6H-pyrazino[2,1-c][1,4]benzoxazepine-2(1H)-carboxylic acid tert-butyl ester C(C)(C)(C)OC(=O)N1C[C@@H]2COC3=C(CN2CC1)C(=CC(=C3F)Br)OCCN(C)C